N1C=C(C2=CC=CC=C12)CC(\C=C\CC)NC(=O)C1=CC2=C(S1)C=C(C=C2)N2CCN(CC2)C (E)-N-(1-(1H-indol-3-yl)-3-hexene-2-yl)-6-(4-methylpiperazin-1-yl)benzo[b]-thiophene-2-carboxamide